NCCC1=CC(=C(C=C1OC)S(=O)(C(F)(F)F)=N)OC (4-(2-aminoethyl)-2,5-dimethoxyphenyl)(imino)(trifluoromethyl)-λ6-sulfanone